Icosanoyl-CoA C(CCCCCCCCCCCCCCCCCCC)(=O)SCCNC(CCNC([C@@H](C(COP(OP(OC[C@@H]1[C@H]([C@H]([C@@H](O1)N1C=NC=2C(N)=NC=NC12)O)OP(=O)(O)O)(=O)O)(=O)O)(C)C)O)=O)=O